tert-butyl 3-[3-[(2S)-2-[[tert-butyl(diphenyl)silyl]oxymethyl]pyrrolidin-1-yl]propoxy]propanoate [Si](C1=CC=CC=C1)(C1=CC=CC=C1)(C(C)(C)C)OC[C@H]1N(CCC1)CCCOCCC(=O)OC(C)(C)C